5-fluoro-1-allyl-1H-indole-2,3-dione FC=1C=C2C(C(N(C2=CC1)CC=C)=O)=O